N-(3-(1-(4-methylbenzyl)-1H-benzo[d]imidazol-6-yl)-1H-pyrazol-5-yl)-4-((1-methylpiperidin-4-yl)amino)benzamide CC1=CC=C(CN2C=NC3=C2C=C(C=C3)C3=NNC(=C3)NC(C3=CC=C(C=C3)NC3CCN(CC3)C)=O)C=C1